C(C)(C)(C)C1=CC=C(C=C1)C=1C=C2CCN(C(C2=CC1)=O)C=1C=CC(=C(C1)NS(=O)(=O)C(C)C)O N-(5-(6-(4-(tert-butyl)phenyl)-1-oxo-3,4-dihydroisoquinolin-2(1H)-yl)-2-hydroxyphenyl)propane-2-sulfonamide